(S)-1-((6-Bromo-5-fluoropyridin-3-yl)methyl)pyrrolidin-3-ol BrC1=C(C=C(C=N1)CN1C[C@H](CC1)O)F